COCC(COC)(C)S(=O)(=O)C1(CC1)CN1C(C2=C(CC1)C(=NN2C)C(=O)OC)=O methyl 6-((1-((1,3-dimethoxy-2-methylpropan-2-yl)sulfonyl)cyclopropyl)methyl)-1-methyl-7-oxo-4,5,6,7-tetrahydro-1H-pyrazolo[3,4-c]pyridine-3-carboxylate